ClC=1C=C(C(=NC1)N1C([C@@H](N(C(C1)=O)CC1=CC=C(C=C1)F)C12CC(C1)(C2)C(=O)N)=O)F (S)-3-(4-(5-chloro-3-fluoropyridin-2-yl)-3,6-dioxo-1-(4-fluorobenzyl)piperazin-2-yl)bicyclo[1.1.1]pentane-1-carboxamide